COC1=CC=C(\C=C/2\C(C=C=C2)=O)C=C1 (E)-(3-((E)-4-methoxybenzylidene)-2-oxocyclopentadiene)